C(C)(C)N1CCN(CC1)C1=CC=C(C=C1)NC(=O)C=1C(NC=CC1NC=1C=NC=C(C1C)NC)=O N-(4-(4-Isopropylpiperazin-1-yl)phenyl)-4-((4-methyl-5-(methylamino)pyridin-3-yl)amino)-2-oxo-1,2-dihydropyridine-3-carboxamide